ClC=1C(=CC=C2C=CC=C(C12)C1=CC=2N=C(N=C(C2N=C1)C1(N(CCNC1)C(=O)[O-])CC#N)OC[C@H]1N(CCC1)C)F 7-(8-chloro-7-fluoronaphthalen-1-yl)-2-((((S)-1-methylpyrrolidin-2-yl)methoxy)pyridino[3,2-d]pyrimidin-4-yl)-2-(cyanomethyl)piperazine-1-carboxylate